O-methyl benzoate C(C1=CC=CC=C1)(=O)OC